C(C1=CC=CC=C1)CC(=O)O benzylacetic acid